[Si](C)(C)(C(C)(C)C)OCCN1N=CC(=C1)C(C(C)C=1N(C(C(=C(N1)C(=O)[O-])OC)=O)C)C1=C(C=CC=C1)C#N.[Li+] lithium 2-[1-(1-{2-[(tert-butyldimethylsilyl) oxy] ethyl} pyrazol-4-yl)-1-(2-cyanophenyl) propan-2-yl]-5-methoxy-1-methyl-6-oxopyrimidine-4-carboxylate